C(C)(C)(C)OC(=O)N1CCN(C2=CC=CC=C12)C 4-methyl-2,3-dihydroquinoxaline-1-carboxylic acid tert-butyl ester